ClC(OC1=CC=C(C=C1)NC(=O)C=1C=C2C(N(C(C2=C(C1)C=1OC(=CC1)C)(C)C)C)=O)(F)F N-(4-(chlorodifluoromethoxy)phenyl)-1,1,2-trimethyl-7-(5-methylfuran-2-yl)-3-oxoisoindoline-5-carboxamide